C1(CCC1)NC1=NC(=NC(=N1)NC=1C=NC(=CC1)F)C1=NC=CC=C1 N2-cyclobutyl-N4-(6-fluoropyridin-3-yl)-6-(pyridin-2-yl)-1,3,5-triazine-2,4-diamine